ClC=1N=CC2=C(N1)N(C(C=C2CC)=O)C2CCOCC2 2-chloro-5-ethyl-8-tetrahydro-2H-pyran-4-yl-pyrido[2,3-d]pyrimidin-7(8H)-one